FC=1C=CC(=NC1)/C=C/C=1C=CC(=C(C1)O)C(C)C (E)-5-[2-(5-fluoropyridin-2-yl)vinyl]-2-isopropylphenol